aminobenzenesulfonylguanidine NN(C(=N)N)S(=O)(=O)C1=CC=CC=C1